NC1=CC2=C(B(OC(C2)(C)C)O)C=C1 6-amino-3,3-dimethylbenzo[c][1,2]oxaborin-1(3H)-ol